6-(3-methyl-1H-pyrrolo[2,3-b]pyridin-5-yl)-1,2,3,4-tetrahydroisoquinoline CC1=CNC2=NC=C(C=C21)C=2C=C1CCNCC1=CC2